C(C(=C)C)(=O)ONCCC 3-propylamino methacrylate